3-[(E)-4-Bromobut-2-enyl]-1,3-benzoxazol-2-one BrC/C=C/CN1C(OC2=C1C=CC=C2)=O